4-((7-(2-((4-Acetyl-2,6-dioxopiperazin-1-yl)methyl)thieno[3,2-b]pyridine-7-yl)-5-chloro-1H-indol-1-yl)methyl)piperidine-4-carbonitrile C(C)(=O)N1CC(N(C(C1)=O)CC1=CC2=NC=CC(=C2S1)C=1C=C(C=C2C=CN(C12)CC1(CCNCC1)C#N)Cl)=O